tert-butyl (3R,4R)-4-(((benzyloxy) carbonyl)amino)-3-hydroxypiperidine-1-carboxylate C(C1=CC=CC=C1)OC(=O)N[C@H]1[C@@H](CN(CC1)C(=O)OC(C)(C)C)O